N-(5-(1H-pyrazole-5-carbonyl)-5,6-dihydro-4H-pyrrolo[3,4-d]thiazol-2-yl)-2'-chloro-5'-methoxy-6-methyl-[4,4'-bipyridine]-3-carboxamide N1N=CC=C1C(=O)N1CC=2N=C(SC2C1)NC(=O)C=1C=NC(=CC1C1=CC(=NC=C1OC)Cl)C